1-(2-acetyl-2-azaspiro[3.3]heptan-6-yl)-3-(2-(difluoromethoxy)-4-methylphenyl)-1-(2-isopropylphenyl)urea C(C)(=O)N1CC2(C1)CC(C2)N(C(=O)NC2=C(C=C(C=C2)C)OC(F)F)C2=C(C=CC=C2)C(C)C